FC1(OC2=C(C1)C=C(C=C2)NC(OC2=CC=CC=C2)=O)F phenyl (2,2-difluoro-2,3-dihydrobenzofuran-5-yl)carbamate